Heptadecan-9-yl 8-((3-(cyclopentanesulfonamido)propyl)(8-oxo-8-(undecan-3-yloxy)octyl)amino)octanoate C1(CCCC1)S(=O)(=O)NCCCN(CCCCCCCC(=O)OC(CCCCCCCC)CCCCCCCC)CCCCCCCC(OC(CC)CCCCCCCC)=O